(2R,6R)-6-methyl-N-[(4-methylmorpholin-2-yl)methyl]-4-(8-nitro-5-quinolyl)morpholine-2-carboxamide C[C@H]1O[C@H](CN(C1)C1=C2C=CC=NC2=C(C=C1)[N+](=O)[O-])C(=O)NCC1CN(CCO1)C